N-[5-(2-chloro-5-cyanophenyl)-1H-indazol-3-yl]-3-(prop-2-ylamino)cyclobutanecarboxamide hydrochloride Cl.ClC1=C(C=C(C=C1)C#N)C=1C=C2C(=NNC2=CC1)NC(=O)C1CC(C1)NC(C)C